Cl.NCC1CCN(CC1)C1=C(C=C(C=C1)NC=1C=2N(C=CN1)C(=CN2)C2=C(C(=C(C=C2)OC)F)F)Cl N-(4-(4-(aminomethyl)piperidin-1-yl)-3-chlorophenyl)-3-(2,3-difluoro-4-methoxyphenyl)imidazo[1,2-a]pyrazin-8-amine hydrochloride